FC1=CC=C(C=C1)C(=O)C1=CNC=2N=C(N=C(C21)NN2CCCCC2)NC2=CC=C(C=C2)N2CCN(CC2)C (4-fluorophenyl)(2-((4-(4-methylpiperazin-1-yl)phenyl)amino)-4-(piperidin-1-ylamino)-7H-pyrrolo[2,3-d]pyrimidin-5-yl)methanone